NC=1C(N(C=C(C1C)Br)C)=O 3-amino-5-bromo-1,4-dimethyl-pyridin-2-one